(5-chloro-4-isoquinolyl)-trimethyl-stannane ClC1=C2C(=CN=CC2=CC=C1)[Sn](C)(C)C